N-{3-[7-(3-Amino-phenylamino)-1-methyl-2-oxo-1,4-dihydro-2H-pyrimido[4,5-d]pyrimidin-3-yl]-4-methyl-phenyl}-3-trifluoromethyl-benzamide NC=1C=C(C=CC1)NC1=NC=C2C(=N1)N(C(N(C2)C=2C=C(C=CC2C)NC(C2=CC(=CC=C2)C(F)(F)F)=O)=O)C